N-(methyl(oxo)(4-(trifluoromethyl)phenyl)-λ6-sulfanylidene)-4-(5-(trifluoromethyl)-1,2,4-oxadiazol-3-yl)benzamide CS(=NC(C1=CC=C(C=C1)C1=NOC(=N1)C(F)(F)F)=O)(C1=CC=C(C=C1)C(F)(F)F)=O